ethylbenzoyl benzoate C(C1=CC=CC=C1)(=O)OC(C1=C(C=CC=C1)CC)=O